FC(SC=1C=C(C=CC1)N=C=S)(F)F 3-(trifluoromethylthio)phenyl isothiocyanate